CN1C(N(C(C2=C1N(C(C=C2NC2=CC=C(C=C2)OC(F)(F)F)=O)C)=O)C)=O 1,3,8-trimethyl-5-{[4-(trifluoromethoxy)phenyl]Amino}pyrido[2,3-d]Pyrimidine-2,4,7(1h,3h,8h)-trione